ClC1=NN=C(S1)NC(C(C)SC=1NC(C2=C(N1)N(N=C2)C2CCOCC2)=O)=O N-(5-Chloro-1,3,4-thiadiazol-2-yl)-2-((4-oxo-1-(tetrahydro-2H-pyran-4-yl)-4,5-dihydro-1H-pyrazolo[3,4-d]pyrimidin-6-yl)thio)propanamid